methyl N-(6-chloro-4-methoxy-1H-indole-2-carbonyl)-4-methyl-L-leucyl-3-[(3S)-2-oxopiperidin-3-yl]-L-alaninate ClC1=CC(=C2C=C(NC2=C1)C(=O)N[C@@H](CC(C)(C)C)C(=O)N[C@@H](C[C@H]1C(NCCC1)=O)C(=O)OC)OC